bis-trifluoromethylsulfimide FC(F)(F)S(=N)C(F)(F)F